N1N=CC(=C1)C1N(CCCC1)C(C(=O)NC1=C2C=CNC2=CC=C1)=O 2-(2-(1H-pyrazol-4-yl)piperidin-1-yl)-N-(1H-indol-4-yl)-2-oxoacetamide